O=C1NC(CCC1NC=1C=CC(=NC1)C1CCN(CC1)CC(=O)O)=O.FC(C(=O)O)(F)F.FC(C(=O)O)(F)F bis(trifluoroacetic acid) 2-[4-[5-[(2,6-dioxo-3-piperidinyl)amino]-2-pyridinyl]-1-piperidinyl]acetate